tert-butyl (R)-(1-(2-chloro-3-methyl-4-(4-((1-methyl-1H-pyrazol-4-yl)amino)-1,3,5-triazin-2-yl)phenyl)ethyl)carbamate ClC1=C(C=CC(=C1C)C1=NC=NC(=N1)NC=1C=NN(C1)C)[C@@H](C)NC(OC(C)(C)C)=O